O\N=C(/N)\C=1C=CC2=C(NC([C@H](CS2)NC(OC(C)(C)C)=O)=O)C1 tert-butyl N-[(3R)-7-[(Z)-N'-hydroxycarbamimidoyl]-4-oxo-3,5-dihydro-2H-1,5-benzothiazepin-3-yl]carbamate